tri(2-ethylhexyl)aconitate C(C)C(CC(C(=C(C(=O)[O-])CC(CCCC)CC)C(=O)[O-])(C(=O)[O-])CC(CCCC)CC)CCCC